COCC[N+]1(CCOCC1)C N-(methoxyethyl)-N-methylmorpholinium